[Si](C1=CC=CC=C1)(C1=CC=CC=C1)(C(C)(C)C)O[C@H]1C[C@H](C1)C(=O)N(C)OC cis-3-((tert-butyldiphenylsilyl)oxy)-N-methoxy-N-methylcyclobutanecarboxamide